C([C@@H](C)N)N (2R)-1,2-propylenediamine